BrC=1C(=NC=C(C1[C@@H](CCC=C)N[S@@](=O)C(C)(C)C)Cl)F (S)-N-((R)-1-(3-bromo-5-chloro-2-fluoropyridin-4-yl)pent-4-en-1-yl)-2-methylpropane-2-sulfinamide